(2-amino-4-(4-methylpiperazin-1-yl)phenoxy)cyclopropane-1-carbonitrile NC1=C(OC2(CC2)C#N)C=CC(=C1)N1CCN(CC1)C